N[C@@H](CCC(=O)O)C1=C(C=CC=C1)N(C)C (4S)-4-AMINO-4-[2-(DIMETHYLAMINO)PHENYL]BUTANOIC ACID